ClC1=C(C=CC=C1F)CC(=O)NC1=CC(=NC=C1)N(C(C)=O)C1=CC(=C(C=C1)OC)F N-{4-[2-(2-chloro-3-fluorophenyl)acetylamino]pyridin-2-yl}-N-(3-fluoro-4-methoxyphenyl)acetamide